11-Hydroxy-undecanoic acid OCCCCCCCCCCC(=O)O